BrC1=C(C=C(C=C1)N1CCN(CC1)C)Cl 1-(4-bromo-3-chlorophenyl)-4-methylpiperazine